C(CCCCCCCCCCCCCCCCCCC)(=O)O[C@H](CO)COP(=O)(O)OCC[N+](C)(C)C 2-eicosanoyl-sn-glycero-3-phosphorylcholine